(2-(1-methyl-1H-pyrazol-3-yl)pyridin-4-yl)boronic acid CN1N=C(C=C1)C1=NC=CC(=C1)B(O)O